2-cyclobutyl-7-(isoquinolin-4-yl)-5,7-diazaspiro[3.4]octane-6,8-dione C1(CCC1)C1CC2(C1)NC(N(C2=O)C2=CN=CC1=CC=CC=C21)=O